3-(5-(tert-butyl)-1-((1r,3S)-3-hydroxycyclobutyl)-1H-pyrazol-3-yl)-1-methyl-1-((2S,4S)-2-methyl-1-(1H-pyrazolo[3,4-b]pyridin-5-yl)piperidin-4-yl)urea C(C)(C)(C)C1=CC(=NN1C1CC(C1)O)NC(N([C@@H]1C[C@@H](N(CC1)C=1C=C2C(=NC1)NN=C2)C)C)=O